C(#CC)S(=O)(=O)[O-].[Na+] sodium propynyl-sulfonate